tert-butyl (1R,2S)-2-[1-(tert-butoxycarbonyl)-3-[(7-methoxyquinolin-6-yl)amino]indazol-6-yl]-5'-methoxy-2'-oxospiro[cyclopropane-1,3'-indole]-1'-carboxylate C(C)(C)(C)OC(=O)N1N=C(C2=CC=C(C=C12)[C@@H]1C[C@@]12C(N(C1=CC=C(C=C21)OC)C(=O)OC(C)(C)C)=O)NC=2C=C1C=CC=NC1=CC2OC